tert-butyl 3-(3,5-dicyano-4-(4-(2-methoxyethoxy)phenyl)-6-((pyridin-3-ylmethyl)thio)pyridin-2-yl)pyrrolidine-1-carboxylate C(#N)C=1C(=NC(=C(C1C1=CC=C(C=C1)OCCOC)C#N)SCC=1C=NC=CC1)C1CN(CC1)C(=O)OC(C)(C)C